(2R)-4,4-Difluoro-N-(4-{5-fluoro-7-[(2R)-oxolan-2-yl]-3-(pyridin-2-yl)-1H-pyrrolo[3,2-b]pyridin-2-yl}pyridin-2-yl)-2-(4-fluorophenyl)butanamid FC(C[C@@H](C(=O)NC1=NC=CC(=C1)C1=C(C2=NC(=CC(=C2N1)[C@@H]1OCCC1)F)C1=NC=CC=C1)C1=CC=C(C=C1)F)F